1,3a,4,5,6,6a-Hexahydrocyclopenta[c]pyrrole C1N=CC2C1CCC2